C(C)OC(C(=O)C1=CC=CC=C1)C1=CC=CC=C1 2-ethoxy-1,2-diphenylethanone